(3S)-3-{[(1R)-1-(naphthalen-1-yl)ethyl]amino}tetrahydropyrrole dihydrochloride Cl.Cl.C1(=CC=CC2=CC=CC=C12)[C@@H](C)N[C@@H]1CNCC1